CN1N=CC(=C1C)S(=O)(=O)N1CCC(=CC1)C=1N=C(SC1C)C#N 4-(1-((1,5-dimethyl-1H-pyrazol-4-yl)sulfonyl)-1,2,3,6-tetrahydropyridin-4-yl)-5-methylthiazole-2-carbonitrile